7-(1-(5-(1,1,1-trifluorobutan-2-yl)pyridin-2-yl)-1H-pyrazol-4-yl)-3H-imidazo[4,5-b]pyridine FC(C(CC)C=1C=CC(=NC1)N1N=CC(=C1)C1=C2C(=NC=C1)NC=N2)(F)F